C(C)(=O)N1CCN(CC1)C1=C(C=C(C(=C1)OC)NC1=NC=NC(=C1)N1OCC[C@@H]1C=1C=C(C=CC1)C1=CC(=CC=C1)F)NC(C=C)=O (R)-N-(2-(4-acetylpiperazin-1-yl)-5-((6-(3-(3'-fluoro-[1,1'-biphenyl]-3-yl)isoxazolidin-2-yl)pyrimidin-4-yl)amino)-4-methoxyphenyl)acrylamide